FC=1C=CC(=C(C1)C(C(=O)NC1=NC=CC=C1)N1C(C2=NC(=CC=C2C1)C1=CC=C(C=C1)C1CCN(CC1)C)=O)O 2-(5-Fluoro-2-hydroxy-phenyl)-2-[2-[4-(1-methyl-4-piperidyl)phenyl]-7-oxo-5H-pyrrolo[3,4-b]pyridin-6-yl]-N-(2-pyridyl)acetamide